ClC1=CC=C(C=N1)NC1=NC=CC2=CC(=CC=C12)OCC=1C=NN(C1)C N-(6-chloropyridin-3-yl)-6-((1-methyl-1H-pyrazol-4-yl)methoxy)isoquinolin-1-amine